O=C1[C@H](N2CCC1CC2)COP(=O)(OC2=CC=CC=C2)N[C@@H](C)C(=O)OCC(C)(C)C neopentyl ((((R)-3-oxoquinuclidin-2-yl)methoxy)(phenoxy)phosphoryl)-L-alaninate